3'-O-(α-L-arabinofuranosyl)-5-(propargylamino)-deoxythymidine-5'-triphosphate P(O)(=O)(OP(=O)(O)OP(=O)(O)O)OC[C@@H]1[C@H](C[C@@H](O1)N1C(=O)NC(=O)C(C)(C1)NCC#C)O[C@H]1[C@H](O)[C@@H](O)[C@@H](O1)CO